FC=1C=C2C(=CNC(C2=CC1F)=O)[C@H](C)N(C(=O)NC1=CC=C(C=C1)F)C (S)-1-(1-(6,7-difluoro-1-oxo-1,2-dihydroisoquinolin-4-yl)ethyl)-3-(4-fluorophenyl)-1-methylurea